3-(((3-chloropyridin-2-yl)methyl)amino)-5-phenoxy-4H-benzo[e][1,2,4]thiadiazine 1,1-dioxide ClC=1C(=NC=CC1)CNC1=NS(C2=C(N1)C(=CC=C2)OC2=CC=CC=C2)(=O)=O